[Si](C)(C)(C)C#C[Si](C)(C)C bis-(TMS)-acetylene